3-(difluoromethoxy)-3-[(pyrimidin-5-yl)ethynyl]benzoic acid FC(OC1(CC(C(=O)O)=CC=C1)C#CC=1C=NC=NC1)F